N1(CCCCC1)O piperidine-ol